(1R,3R)-3-((tert-Butoxycarbonyl)amino)cyclopentane-1-carboxylic acid C(C)(C)(C)OC(=O)N[C@H]1C[C@@H](CC1)C(=O)O